CN(S(=O)(=O)N1CC(C(C1)=O)C1=NN(C(=C1C)SCC1=CC=CC=C1)C(=O)C=1SC=CC1)C 4-[({3-[1-(Dimethylsulfamoyl)-4-oxopyrrolidin-3-yl]-4-methyl-1-(thiophen-2-carbonyl)-1H-pyrazol-5-yl}sulfanyl)methyl]benzol